1-(5-tert-butylisoxazol-3-yl)-3-(4-(1-(2-chloro-4-(2-dimethylaminoethoxy)-phenyl)-1H-1,2,3-triazol-4-yl)phenyl)-urea C(C)(C)(C)C1=CC(=NO1)NC(=O)NC1=CC=C(C=C1)C=1N=NN(C1)C1=C(C=C(C=C1)OCCN(C)C)Cl